C[Si](C)(C)OO[Si](=O)OO[Si](C)(C)C trimethylsiloxysilicate